FC(C=1C(=NC=C(C1)C(F)(F)F)NC[C@@H]1[C@@H](O[C@@H](CN1C(=O)C1=NC(=CC=C1C1=NC=CC=N1)C)C)C)F ((2S,3R,6R)-3-(((3-(Difluoromethyl)-5-(trifluoromethyl)pyridin-2-yl)amino)methyl)-2,6-dimethylmorpholino)(6-methyl-3-(pyrimidin-2-yl)pyridin-2-yl)methanone